ClC1=CC=C(C=C1)CN1C=NC2=CC=C(C=C2C1=O)OC1=CC(=NC=C1)C=1C=NN(C1)C 3-[(4-chlorophenyl)methyl]-6-{[2-(1-methylpyrazol-4-yl)-4-pyridyl]oxy}quinazolin-4-one